Cl.FC1(CCN1)F 4,4-difluoroazetidine hydrochloride